1-((1R,5R)-6-benzyl-2,6-diazabicyclo[3.2.0]heptan-2-yl)-2,2,2-trifluoroethan-1-one C(C1=CC=CC=C1)N1[C@@H]2CCN([C@@H]2C1)C(C(F)(F)F)=O